tertiary butyl 2-(2-(2-iodoethoxy)ethoxy)acetate ICCOCCOCC(=O)OC(C)(C)C